1-chloro-3-(chloromethyl)-5-fluorobenzene ClC1=CC(=CC(=C1)F)CCl